FC(C)(F)C1=NC(=NC(=C1)OC)N(CC1=CC=C(C=C1)OC)CC1=CC=C(C=C1)OC 4-(1,1-difluoroethyl)-6-methoxy-N,N-bis[(4-methoxyphenyl)methyl]pyrimidin-2-amine